C(C)OC=1C=NC(=NC1)N1CCN(CC1)C(=O)C1=CC=C(C=C1)C1=NC2=C(N1)C=CC=C2C(=O)N 2-(4-(4-(5-ethoxypyrimidin-2-yl)piperazine-1-carbonyl)phenyl)-1H-benzo[d]imidazole-4-carboxamide